1,1-dimethylethylene carbonate C1(OC(CO1)(C)C)=O